The molecule is a monocarboxylic acid anion that is the conjugate base of 1-deoxypentalenic acid, obtained by deprotonation of the carboxy group; major species at pH 7.3. It is a conjugate base of a 1-deoxypentalenic acid. C[C@@H]1CC[C@@H]2[C@]13CC(C[C@H]3C=C2C(=O)[O-])(C)C